1-(2-((2-(((1,1,1,3,3,3-Hexafluoropropan-2-yl)oxy)carbonyl)-2,8-diazaspiro[4.5]decan-8-yl)methyl)-5-(trifluoromethyl)benzyl)piperidine-4-carboxylic acid FC(C(C(F)(F)F)OC(=O)N1CC2(CC1)CCN(CC2)CC2=C(CN1CCC(CC1)C(=O)O)C=C(C=C2)C(F)(F)F)(F)F